CN1CCC(CC1)C 1,4-dimethylpiperidine